FC1=C(C(=O)NC=2N(N=C3C2N=CC(=C3)C(C)(C)O)C3=CC=CC=C3)C=C(C(=C1)C(F)(F)F)C1=NC=CC=N1 2-Fluoro-N-(6-(2-hydroxypropan-2-yl)-2-phenyl-2H-pyrazolo[4,3-b]pyridin-3-yl)-5-(pyrimidin-2-yl)-4-(trifluoromethyl)benzamide